(±)-(1R,2S)-rel-8-Hydroxy-5-[1-hydroxy-2-(isopropylamino)butyl]-quinolin-2(1H)-one OC=1C=CC(=C2C=CC(NC12)=O)[C@H]([C@H](CC)NC(C)C)O |o1:12,13|